[Ca].C(CCCCCCCCCCC)OS(=O)(=O)C1=CC=CC=C1.[Ca] calcium dodecylbenzenesulfonate, calcium salt